N-((2R,3S,5R)-2-(((4-(2-fluoro-3-hydroxyphenyl)cyclohexyl)oxy)methyl)-5-methylpyrrolidin-3-yl)-N-(4-methoxybenzyl)methanesulfonamide FC1=C(C=CC=C1O)C1CCC(CC1)OC[C@@H]1N[C@@H](C[C@@H]1N(S(=O)(=O)C)CC1=CC=C(C=C1)OC)C